C(=O)=C1NC=CC2=C(C=CC=C12)C=1N=CN(C1C(F)(F)F)C(=O)NC1=CC(=NC=C1)C(F)(F)F 4-(1-carbonyl-1,2-dihydroisoquinolin-5-yl)-5-(trifluoromethyl)-N-(2-(trifluoromethyl)pyridin-4-yl)-1H-imidazole-1-carboxamide